5-(4-fluoro-1-isopropyl-2-methyl-1H-benzo[d]imidazol-6-yl)-N-(1-methylpiperidin-4-yl)-7H-pyrrolo[2,3-d]pyrimidin-2-amine FC1=CC(=CC=2N(C(=NC21)C)C(C)C)C2=CNC=1N=C(N=CC12)NC1CCN(CC1)C